ClCC(C[C@]1(N(C[C@H](C1)F)C(=O)OC(C)(C)C)C(=O)OC)=C 1-tert-butyl 2-methyl (2R,4S)-2-[2-(chloromethyl)prop-2-en-1-yl]-4-fluoropyrrolidine-1,2-dicarboxylate